CC(CN1CCC2(CC1)OC1=C(C2)C=C(C=C1)C1NC[C@H](CC1)C)(C)O 2-Methyl-1-(5-((5S)-5-methylpiperidin-2-yl)-3H-spiro[benzofuran-2,4'-piperidin]-1'-yl)propan-2-ol